6-(HYDROXYMETHYL)PYRIDINE-2-BORONIC ACID OCC1=CC=CC(=N1)B(O)O